p-vanillin COC1=C(C=CC(=C1)C=O)O